ClC1=C(C=CC=C1)C(N1C=NC=C1)(C1=CC=CC=C1)C1=CC=CC=C1 1-[(2-chlorophenyl)diphenylmethyl]-1H-imidazole